(2'S,4R)-2,2',3-trimethyl-1'-[(1-methylpyrazol-4-yl)methyl]spiro[6,7-dihydrothieno[3,2-c]pyran-4,4'-piperidine] CC1=C(C2=C(CCO[C@]23C[C@@H](N(CC3)CC=3C=NN(C3)C)C)S1)C